tert-butyl 4-(4-carbamoylphenyl)-3,6-dihydropyridine-1(2H)-carboxylate C(N)(=O)C1=CC=C(C=C1)C=1CCN(CC1)C(=O)OC(C)(C)C